CS(=O)C=1N=CC2=C(N1)N1C(C(=C2)C2=CC=NC=C2)=NCC1 2-(methylsulfinyl)-6-(pyridin-4-yl)-8,9-dihydroimidazo[1',2':1,6]pyrido[2,3-d]pyrimidine